tert-butyl 4-(6-(6-ethoxy-2-methyl-2H-indazole-5-carboxamido) pyridazin-3-yl)-3,6-dihydropyridine-1(2H)-carboxylate C(C)OC=1C(=CC2=CN(N=C2C1)C)C(=O)NC1=CC=C(N=N1)C=1CCN(CC1)C(=O)OC(C)(C)C